1-(2-morpholino-6-nitrooxazolo[4,5-b]pyridin-5-yl)piperidin-4-ol O1CCN(CC1)C=1OC=2C(=NC(=C(C2)[N+](=O)[O-])N2CCC(CC2)O)N1